tert-butyl 3-[5-(6-{3-cyanopyrrolo[1,2-b]pyridazin-7-yl}-4-fluoropyridin-3-yl)-1,3,4-thiadiazol-2-yl]-3,8-diazabicyclo[3.2.1]octane-8-carboxylate C(#N)C1=CC=2N(N=C1)C(=CC2)C2=CC(=C(C=N2)C2=NN=C(S2)N2CC1CCC(C2)N1C(=O)OC(C)(C)C)F